(2R,4R)-1-(3-chloro-2-fluorobenzyl)-4-((3,5-dimethyl-6-((5-methyl-1H-pyrazol-3-yl)amino)-pyrazin-2-yl)methyl)-2-methylpiperidine-4-carboxylic acid ClC=1C(=C(CN2[C@@H](C[C@@](CC2)(C(=O)O)CC2=NC(=C(N=C2C)C)NC2=NNC(=C2)C)C)C=CC1)F